C(C)(C)(C)OC(=O)C=1C=CC2=C(N(C(=N2)CN2CC3=CC(=CC=C3CC2)OCC=2SC(=CC2)C#N)C[C@H]2OCC2)C1 (S)-2-((7-((5-cyanothiophen-2-yl)methoxy)-3,4-dihydroisoquinolin-2(1H)-yl)methyl)-1-((oxetan-2-yl)methyl)-1H-benzo[d]imidazole-6-carboxylic acid tert-butyl ester